O1[C@@H](CCC1)CNC(C1=CC=C(C=C1)C1=NC2=CC=C3C(=C2C2=C1COCC2)C=NN3)=O (S)-N-((tetrahydrofuran-2-yl)methyl)-4-(3,8,10,11-tetrahydropyrano[3,4-c]pyrazolo[4,3-f]quinolin-7-yl)benzamide